erucyl montanate C(CCCCCCCCCCCCCCCCCCCCCCCCCCC)(=O)OCCCCCCCCCCCC\C=C/CCCCCCCC